1,6-dicyclopropyl-1H-pyrazolo[3,4-d]pyrimidin-4-ol C1(CC1)N1N=CC=2C1=NC(=NC2O)C2CC2